C(C)C=1N(C=2N(C(C1N1CCNCC1)=O)N=C(N2)C2=CCC1(CC1)CC2)CC(=O)NC2=CC=C(C=C2)S(F)(F)(F)(F)F 2-(5-ethyl-7-oxo-6-(piperazin-1-yl)-2-(spiro[2.5]oct-5-en-6-yl)-[1,2,4]triazolo[1,5-a]pyrimidin-4(7H)-yl)-N-(4-(pentafluoro-λ6-sulfanyl)phenyl)acetamide